2-CYANO-4-METHYLPHENYLBORONIC ACID C(#N)C1=C(C=CC(=C1)C)B(O)O